C1CC2=CC=CC3=CC=CC1=C23 acenaphthen